3-bromo-6-methoxy-1-methyl-4-phenyl-1-azaspiro[4.5]deca-3,6,9-triene-2,8-dione BrC=1C(N(C2(C1C1=CC=CC=C1)C(=CC(C=C2)=O)OC)C)=O